C(CCCCC)(=O)OC(C)OOC(C)(C)C tert-butylperoxy-2-ethyl hexanoate